ClC1=C(C=CC=C1)NC=1N=C(SC1C(=O)N)C1CC1 ((2-chlorophenyl)amino)-2-cyclopropylthiazole-5-carboxamide